methyl (N-(1H-indol-3-yl)-4-(trifluoromethyl)phenylsulfonimidoyl)carbamate N1C=C(C2=CC=CC=C12)N=S(=O)(C1=CC=C(C=C1)C(F)(F)F)NC(OC)=O